C1(CC1)CNC=1N=CC2=C(N(C(C=3C=C(C=CC23)CN2CCC(CC2)(C2=CC=NC=C2)O)=O)[C@@H]2CC[C@H](CC2)O)N1 trans-3-((Cyclopropylmethyl)amino)-8-((4-hydroxy-4-(pyridin-4-yl)piperidin-1-yl)methyl)-5-(4-hydroxycyclohexyl)pyrimido[4,5-c]isoquinolin-6(5H)-one